(3R)-5-chloro-7-({2,4-difluoro-3-[8-fluoro-2-(piperidin-4-ylamino)quinazolin-6-yl]phenyl}sulfamoyl)-2,3-dihydro-1-benzofuran-3-yl acetate C(C)(=O)O[C@H]1COC2=C1C=C(C=C2S(NC2=C(C(=C(C=C2)F)C=2C=C1C=NC(=NC1=C(C2)F)NC2CCNCC2)F)(=O)=O)Cl